CN1C[C@H](CC1)C(=O)O (S)-1-methylpyrrolidine-3-carboxylic acid